(4-fluorobenzyl)biphenyl-2,5-diamine FC1=CC=C(CC2=C(C(=CC(=C2)N)C2=CC=CC=C2)N)C=C1